methyl-5,6-dimethyl-1H-benzimidazole CN1C=NC2=C1C=C(C(=C2)C)C